C(C)(=O)N1C(CCCC1)C(=O)N[C@@H](C)C1=NC(=NO1)C1=CC(=NC=C1)C(F)(F)F 1-acetyl-N-[(1S)-1-[3-[2-(trifluoromethyl)-4-pyridyl]-1,2,4-oxadiazol-5-yl]ethyl]piperidine-2-carboxamide